ClC1=C(CN2N=CC(=C2)NC(=O)N)C=CC=C1 1-[1-(2-chlorobenzyl)-1H-pyrazol-4-yl]urea